NC1=NC2=NC=C(N=C2C(=N1)O)CNC1=CC=C(C(=O)N[C@H](C(NCCOCCOCCOCCOCC#C)=O)CCC(=O)O)C=C1 (S)-18-(4-(((2-amino-4-hydroxypteridin-6-yl)methyl)amino)benzamido)-17-oxo-4,7,10,13-tetraoxa-16-azahenicos-1-yn-21-oic acid